TMSDiazomethane tert-butyl-1'-(2-bromo-5-methoxy-4-nitrophenyl)-[4,4'-bipiperidine]-1-carboxylate C(C)(C)(C)OC(=O)N1CCC(CC1)C1CCN(CC1)C1=C(C=C(C(=C1)OC)[N+](=O)[O-])Br.[Si](C)(C)(C)C=[N+]=[N-]